C(C1=CC=CC=C1)OC(=O)N1[C@H](CN(C[C@H]1C)C=1C2=C(N=C(N1)OCC1(CC1)CN1CCCC1)CNCC2)CC#N (2s,6r)-2-(cyanomethyl)-6-methyl-4-(2-((1-(pyrrolidin-1-ylmethyl)cyclopropyl)methoxy)-5,6,7,8-tetrahydropyrido[3,4-d]pyrimidin-4-yl)piperazine-1-carboxylic acid benzyl ester